O1CC(C1)OC1=NN=C(S1)N 5-(oxetan-3-yloxy)-1,3,4-thiadiazol-2-amine